hexahydro-4,8-methano-1H,3H-benzo[1,2-c:4,5-c']difuran-1,3,5,7-tetraon C1(C2C(C(O1)=O)C1C3C(C(OC3=O)=O)C2C1)=O